FC(C(C(F)(F)F)(O)C1=CC=C(C=C1)C1=CC=C(C=C1)CN1[C@@H](CN(CC1)CC1=CC=NC=C1)C(=O)OCCN)(F)F 2-aminoethyl (S)-1-((4'-(1,1,1,3,3,3-hexafluoro-2-hydroxypropan-2-yl)-[1,1'-biphenyl]-4-yl)methyl)-4-(pyridin-4-ylmethyl)piperazine-2-carboxylate